C1(CCCCC1)[C@H]1COCCN1C1=NC(=NC2=CC=C(C=C12)C=1C2=C(C(N(C1)C)=O)NC=C2)N2C[C@H](OCC2)CO 4-(4-((S)-3-cyclohexylmorpholino)-2-((S)-2-(hydroxymethyl)morpholino)quinazolin-6-yl)-6-methyl-1,6-dihydro-7H-pyrrolo[2,3-c]pyridin-7-one